5-((1-(2-(3-Azabicyclo[3.1.0]hexan-3-yl)-3,6-dimethyl-4-oxo-3,4-dihydroquinazolin-8-yl)ethyl)amino)-2-chlorothiazole-4-carboxylic acid C12CN(CC2C1)C1=NC2=C(C=C(C=C2C(N1C)=O)C)C(C)NC1=C(N=C(S1)Cl)C(=O)O